C(C)(C)(C)OC(=O)N1CCN2C1=C(C1=C2N=CN=C1NC(C)=O)C1=CC(=C(C=C1)OC1=NC(=CC=C1)C)F 4-acetamido-5-(3-fluoro-4-((6-methylpyridin-2-yl)oxy)phenyl)-7,8-dihydro-6H-imidazo[1',2':1,5]pyrrolo[2,3-d]pyrimidine-6-carboxylic acid tert-butyl ester